6-(2-chloro-4-fluoro-5-methoxy-phenyl)-3-(4-isoquinolyl)-1-[(3,4,5-trifluorophenyl)methyl]thieno[3,2-d]pyrimidine-2,4-dione ClC1=C(C=C(C(=C1)F)OC)C1=CC=2N(C(N(C(C2S1)=O)C1=CN=CC2=CC=CC=C12)=O)CC1=CC(=C(C(=C1)F)F)F